C(C)(C)(C)OC(=O)N1CC(CCC1)(CO)F 3-fluoro-3-(hydroxymethyl)piperidine-1-carboxylic acid tert-butyl ester